ClC1=CC(=C(C=N1)O)C 6-chloro-4-methyl-pyridin-3-ol